CC1=C(C=C(C=C1)NC(C1=CC(=CC=C1)C(F)(F)F)=O)N1CC2=C(N=C(N=C2)NCCCN2CCOCC2)C2(C1=O)CC2 N-(4-methyl-3-(2'-((3-morpholinopropyl)amino)-7'-oxo-5'H-spiro[cyclopropane-1,8'-pyrido[4,3-d]pyrimidine]-6'(7'H)-yl)phenyl)-3-(trifluoromethyl)benzamide